O=C1NC(CCC1N1C(C2=CC=C(C=C2C1=O)SCCCCCCCN1CCN(CC1)C1=NC=C(C(=O)N2CCC(CC2)CCCCNC(\C=C\C=2C=NC=CC2)=O)C=C1)=O)=O (E)-N-(4-(1-(6-(4-(7-((2-(2,6-dioxopiperidin-3-yl)-1,3-dioxoisoindolin-5-yl)thio)heptyl)piperazin-1-yl)nicotinoyl)piperidin-4-yl)butyl)-3-(pyridin-3-yl)acrylamide